2-(3-fluoro-4-methoxyphenoxy)fumaric acid FC=1C=C(O/C(/C(=O)O)=C\C(=O)O)C=CC1OC